C(C)(C)(C)OC=1C2=C(N=C(N1)Cl)N(C1=C2C=CN=C1Cl)COCC[Si](C)(C)C 4-(tert-butoxy)-2,8-dichloro-9-((2-(trimethylsilyl)ethoxy)methyl)-9H-pyrido[4',3':4,5]pyrrolo[2,3-d]pyrimidine